[Na].C=C Ethylen Natrium